1-(tert-butyl)-5-((4-cyanophenyl)amino)-3-(4-nitrophenyl)-1H-pyrazole-4-carboxamide C(C)(C)(C)N1N=C(C(=C1NC1=CC=C(C=C1)C#N)C(=O)N)C1=CC=C(C=C1)[N+](=O)[O-]